OC1=C(C=C(C(=O)[O-])C=C1)C1=CC2=C(NC(=N2)C)C=C1 4-hydroxy-3-(2-methyl-1H-benzimidazol-5-yl)benzoate